C(=O)(C=C)S(=O)(=O)C(=O)C=C acryl sulfone